4-(4-acetyl-1-piperazinyl)phenylboronic acid C(C)(=O)N1CCN(CC1)C1=CC=C(C=C1)B(O)O